COC=1C=C(CN(C2=CC(=NC=C2)COCCN2CCOCC2)CC2=CC=C(C=C2)N2CCCC2)C=CC1 N-(3-methoxybenzyl)-2-((2-morpholinoethoxy)methyl)-N-(4-(pyrrolidin-1-yl)benzyl)pyridin-4-amine